(R)-6-chloro-N2-(1-(2,4-dichlorophenyl)ethyl)-4-methylpyridine-2,3-diamine ClC1=CC(=C(C(=N1)N[C@H](C)C1=C(C=C(C=C1)Cl)Cl)N)C